COC1=C(C(=O)C2=C(C(=O)OC)C=CC(=C2)C)C=CC(=C1)C methyl 2-(2-methoxy-4-methylbenzoyl)-4-methylbenzoate